methyl 1-(4-(1-(2,6-dichlorophenyl)azetidin-3-yl)-2-fluoro-6-methylbenzyl)piperidine-4-carboxylate ClC1=C(C(=CC=C1)Cl)N1CC(C1)C1=CC(=C(CN2CCC(CC2)C(=O)OC)C(=C1)C)F